Ethyl 6-(2-((2-phenyl-1H-benzo[d]imidazol-1-yl)methyl)phenoxy)hexanoate C1(=CC=CC=C1)C1=NC2=C(N1CC1=C(OCCCCCC(=O)OCC)C=CC=C1)C=CC=C2